2-(5-(5-((1S,2S,4R)-rel-2-((tert-butoxycarbonyl)amino)-7-azabicyclo[2.2.1]heptane-7-carbonyl)-4'-cyano-3'-fluoro-[1,1'-biphenyl]-2-yl)-6-fluoro-1H-indol-1-yl)acetic acid C(C)(C)(C)OC(=O)N[C@@H]1[C@@H]2CC[C@H](C1)N2C(=O)C=2C=CC(=C(C2)C2=CC(=C(C=C2)C#N)F)C=2C=C1C=CN(C1=CC2F)CC(=O)O |o1:8,9,12|